1-heneicosanoyl-2-(11Z-eicosenoyl)-glycero-3-phosphoserine CCCCCCCCCCCCCCCCCCCCC(=O)OC[C@H](COP(=O)(O)OC[C@@H](C(=O)O)N)OC(=O)CCCCCCCCC/C=C\CCCCCCCC